ClC1=NC=CC2=C1C(=CN2C(C2=CC=CC=C2)(C2=CC=CC=C2)C2=CC=CC=C2)I 4-chloro-3-iodo-1-(triphenylmethyl)-1H-pyrrolo[3,2-c]pyridine